1-hydroxyethyl-3,5-bis(methyl)-triazine OC(C)C=1N(NN=CC1C)C